FC1=CC=C(COC2=CC(=NC3=CC=CC=C23)C(=O)NCC2=CC=C(C(=O)OC)C=C2)C=C1 Methyl 4-((4-((4-fluorobenzyl)oxy)quinoline-2-carboxamido)methyl)benzoate